2,5-bis-[8-(4,8-dimethyl-nona-3,7-dienyl)-5,7-dihydroxy-8-methyl-3-oxo-3,6,7,8-tetrahydro-1H-9-oxa-2-azacyclopenta[a]naphthalen-2-yl]-pentanoic acid CC(=CCCC1(C(CC2=C(C=C3C(=C2O1)CN(C3=O)C(C(=O)O)CCCN3C(C=1C(=C2OC(C(CC2=C(C1)O)O)(CCC=C(CCC=C(C)C)C)C)C3)=O)O)O)C)CCC=C(C)C